ClCCCN(C)CC1CC1 3-chloro-N-(cyclopropylmethyl)-N-methyl-propan-1-amine